FC1(CCC(CC1)N1N=CC2=C1N=C(NC2=O)SCC(=O)NC=2SC(=NN2)SCC)F 2-((1-(4,4-difluorocyclohexyl)-4-oxo-4,5-dihydro-1H-pyrazolo[3,4-d]pyrimidin-6-yl)thio)-N-(5-(ethylthio)-1,3,4-thiadiazol-2-yl)acetamide